N1=NN(C2=NC=CC=C21)C2=CC=C(C(=O)N([C@H]1CN(CCC1)CC)C1=NC=CC=C1Cl)C=C2 (R)-4-(3H-[1,2,3]triazolo[4,5-b]pyridin-3-yl)-N-(3-chloropyridin-2-yl)-N-(1-ethylpiperidin-3-yl)benzamide